C(C=C)(=O)NC1=C(C=C(C(=O)O)C=C1)F 4-Acrylamido-3-Fluorobenzoic Acid